2-(3-aminopyrrolidin-1-yl)-6-(4-(2-fluoro-6-methoxyphenyl)-1-oxo-1,3-dihydro-2H-pyrrolo[3,4-c]pyridin-2-yl)-N,N-dimethylnicotinamide NC1CN(CC1)C1=C(C(=O)N(C)C)C=CC(=N1)N1CC=2C(=NC=CC2C1=O)C1=C(C=CC=C1OC)F